ethyl 4-(2'-(2-ethoxypyridin-3-yl)-1-(3-methoxy-2-(trifluoromethyl)phenyl)-6'H-spiro[piperidine-4,5'-[1,7]naphthyridin]-7'(8'H)-yl)tetrahydrofuran-2-carboxylate C(C)OC1=NC=CC=C1C1=NC=2CN(CC3(C2C=C1)CCN(CC3)C3=C(C(=CC=C3)OC)C(F)(F)F)C3CC(OC3)C(=O)OCC